3-chloro-7-(4-(hydroxymethyl)phenyl)-2-methylbenzo[4,5]thieno[2,3-b]pyridin-4(1H)-one ClC=1C(C2=C(NC1C)SC1=C2C=CC(=C1)C1=CC=C(C=C1)CO)=O